ClC=1C=C2C(=NC(=NC2=C(C1C1=CC=C(C2=C1N=C(S2)N)F)F)OC[C@]21CCCN1C[C@@H](C2)F)N2CC1(C2)NCCNC1 4-(6-chloro-8-fluoro-2-(((2R,7aS)-2-fluorotetrahydro-1H-pyrrolizin-7a(5H)-yl)methoxy)-4-(2,5,8-triazaspiro[3.5]nonan-2-yl)quinazolin-7-yl)-7-fluorobenzo[d]thiazol-2-amine